CC1(CN(C(O1)=O)CCN1N=NN=C1S)C 5,5-dimethyl-3-[2-(5-sulfanyltetrazol-1-yl)ethyl]oxazolidin-2-one